CC1(C(NC=2N=CN=C(C21)NCCC(F)(F)F)=O)C(F)(F)F 5-methyl-5-(trifluoromethyl)-4-[(3,3,3-trifluoropropyl)amino]-5,7-dihydro-6H-pyrrolo[2,3-d]pyrimidin-6-one